tert-Butyl (1R,4R,5S)-5-(2-((R)-1-aminoethyl)-8-(2-cyanoethyl)-7-(2,3-dichlorophenyl)-6-fluoro-4-(methylthio)-1H-pyrrolo[3,2-c]quinolin-1-yl)-2-azabicyclo[2.1.1]hexane-2-carboxylate N[C@H](C)C1=CC=2C(=NC=3C(=C(C(=CC3C2N1[C@H]1[C@H]2CN([C@@H]1C2)C(=O)OC(C)(C)C)CCC#N)C2=C(C(=CC=C2)Cl)Cl)F)SC